(S)-4-(aminomethyl)-7-(tetrahydrofuran-2-yl)phthalazin-1(2H)-one NCC1=NNC(C2=CC(=CC=C12)[C@H]1OCCC1)=O